CC1=CC=C(C=C1)C1=CC2=CC=CC=C2C=C1C(F)(F)F 2-(4-methylphenyl)-3-(trifluoromethyl)naphthalene